1-(6Z,9Z,12Z,15Z-octadecatetraenoyl)-2-(11Z-eicosenoyl)-glycero-3-phospho-(1'-sn-glycerol) CCCCCCCC/C=C\CCCCCCCCCC(=O)O[C@H](COC(=O)CCCC/C=C\C/C=C\C/C=C\C/C=C\CC)COP(=O)(O)OC[C@H](CO)O